ethyl (11S)-13-(2,6-difluorophenyl)-11-methyl-10-thioxo-7-thia-9,12-diazatricyclo[6.5.0.02,6]trideca-1(8),2(6),12-triene-5-carboxylate FC1=C(C(=CC=C1)F)C1=N[C@H](C(NC=2SC=3C(CCC3C12)C(=O)OCC)=S)C